(((3R)-4-(tert-butoxycarbonyl)-3-methylpiperazin-1-ium-1-yl)methyl)trifluoroborate C(C)(C)(C)OC(=O)N1[C@@H](C[NH+](CC1)C[B-](F)(F)F)C